4-{2-[(S)-amino(4,4-difluorocyclohexyl)methyl]-4-fluoro-1H-benzimidazol-5-yl}tetrahydropyran-4-carboxylic acid tert-butyl ester C(C)(C)(C)OC(=O)C1(CCOCC1)C1=C(C2=C(NC(=N2)[C@H](C2CCC(CC2)(F)F)N)C=C1)F